C(N)(=O)C=1C=CC(=C(C1)B(O)O)O 5-CARBAMOYL-2-HYDROXYPHENYLBORONIC ACID